1-hexyl-2-butylpiperidinium methanesulfonate CS(=O)(=O)[O-].C(CCCCC)[NH+]1C(CCCC1)CCCC